(3-((2-((4-fluoro-2-methoxy-5-nitrophenyl)amino)pyrimidin-4-yl)amino)-4-methoxyphenyl)acetamide FC1=CC(=C(C=C1[N+](=O)[O-])NC1=NC=CC(=N1)NC=1C=C(C=CC1OC)CC(=O)N)OC